N3-(5-amino-2-methylpyridin-3-yl)-1-methyl-N6-(1-methyl-1H-pyrazol-4-yl)-1H-pyrazolo[3,4-d]pyrimidine-3,6-diamine NC=1C=C(C(=NC1)C)NC1=NN(C2=NC(=NC=C21)NC=2C=NN(C2)C)C